ClC1=C(C(=O)N[C@H]2[C@H]3CC[C@@H](C2)N3C#N)C=CC(=C1)C1=NC(=CC=C1)C1CC1 2-chloro-N-((1R,2R,4S)-7-cyano-7-azabicyclo[2.2.1]heptan-2-yl)-4-(6-cyclopropyl-2-pyridinyl)benzamide